tert-butyl (3S,5R)-4-[3-[(1-benzyloxycarbonyl-4-piperidyl)oxy]cyclobutyl]-3,5-dimethyl-piperazine-1-carboxylate C(C1=CC=CC=C1)OC(=O)N1CCC(CC1)OC1CC(C1)N1[C@H](CN(C[C@H]1C)C(=O)OC(C)(C)C)C